BrC1=CSC2=C1C=C(C=C2)C(C)(C)C 3-bromo-5-(tert-butyl)benzothiophene